ClC=1N(N=C2C(N(N=CC21)[C@@H]2[C@H](C2)F)=O)CC2=C(C=CC=C2)F 3-chloro-2-(2-fluorobenzyl)-6-((1S,2S)-2-fluorocyclopropyl)-2H-pyrazolo[3,4-d]pyridazin-7(6H)-one